(R)-N-(2-(4-((1-ethylpiperidin-3-yl)amino)phthalazin-1-yl)-5-methylphenyl)methanesulfonamide C(C)N1C[C@@H](CCC1)NC1=NN=C(C2=CC=CC=C12)C1=C(C=C(C=C1)C)NS(=O)(=O)C